C(CCC)C1=C(C2=CC=CC=C2C=C1)S(=O)(=O)O n-BUTYLNAPHTHALENESULFONIC ACID